(1R,2S,3R)-N-[7-chloro-6-[4-((R)-3-methyltetrahydrofuran-3-yl)piperazin-4-ium-1-yl]-3-isoquinolyl]-2-ethyl-3-(1-methylpyrazol-4-yl)cyclopropanecarboxamide ClC1=C(C=C2C=C(N=CC2=C1)NC(=O)[C@@H]1[C@H]([C@H]1C=1C=NN(C1)C)CC)N1CC[NH+](CC1)[C@]1(COCC1)C